Cl.Cl.N1CC(C2=CC=CC=C12)C(=O)N Indoline-3-carboxamide dihydrochloride